NC1=C(C=C(OCOC2=CC(=C(C=C2)N)C)C=C1)C bis(4-amino-3-methylphenoxy)methane